N-acetyl-sphingosine C(C)(=O)N[C@@H](CO)[C@H](O)\C=C\CCCCCCCCCCCCC